OCC[C@@H]1NC[C@@H](N(C1)C(=O)OC(C)(C)C)C tert-Butyl (2S,5S)-5-(2-hydroxyethyl)-2-methyl-piperazine-1-carboxylate